O(C1=CC=CC=C1)CCOC(C=C)=O Phenoxyethylacrylat